C(C)N1CCC2(CCN(CC2)CC=2C=CC(=NC2)NC2=NC=C(C(=N2)C2=CC3=C(N=C4N3[C@@H](CC4)CF)C(=C2)F)F)CC1 (S)-N-(5-((9-ethyl-3,9-diazaspiro[5.5]undecan-3-yl)methyl)pyridin-2-yl)-5-fluoro-4-(5-fluoro-1-(fluoromethyl)-2,3-dihydro-1H-benzo[d]pyrrolo[1,2-a]imidazol-7-yl)pyrimidin-2-amine